6-(4-chlorophenyl)-N-(2,3-dihydroxypropyl)-3-oxo-2-(pyridin-3-yl)-2,3-dihydropyridazine ClC1=CC=C(C=C1)C1=CCC(N(N1CC(CO)O)C=1C=NC=CC1)=O